7-((1H-imidazol-1-yl)methyl)-2-(6,7-dimethoxy-2-methylquinazolin-4-yl)-5-(1-methyl-3-(trifluoromethyl)-1H-pyrazol-4-yl)-3,4-dihydroisoquinolin-1(2H)-one N1(C=NC=C1)CC1=CC(=C2CCN(C(C2=C1)=O)C1=NC(=NC2=CC(=C(C=C12)OC)OC)C)C=1C(=NN(C1)C)C(F)(F)F